3,4,5-trimethoxyphenylacetate COC=1C=C(C=C(C1OC)OC)CC(=O)[O-]